manganese magnesium ferric phosphate P(=O)([O-])([O-])[O-].[Fe+3].[Mg].[Mn]